(1-iminoethyl)-3-methyl-4-nitrobenzothioamide N=C(C)C1=C(C(N)=S)C=CC(=C1C)[N+](=O)[O-]